1-(5-(5-fluoro-2-methoxypyridin-4-yl)-1H-pyrazole-3-carbonyl)-N-((1r,4r)-4-methylcyclohexyl)piperidine-4-carboxamide FC=1C(=CC(=NC1)OC)C1=CC(=NN1)C(=O)N1CCC(CC1)C(=O)NC1CCC(CC1)C